C(#N)C1CCN(CC1)C1=C(C=C2C[C@](COC2=C1)(C)O)NC(=O)C=1C=NN2C1N=CC=C2 (S)-N-(7-(4-cyanopiperidin-1-yl)-3-hydroxy-3-methylchroman-6-yl)pyrazolo[1,5-a]pyrimidine-3-carboxamide